BrC1=CSC=2C1=NSC2N(C(OC(C)(C)C)=O)CC=2SC=CC2 tert-butyl (6-bromothieno[3,2-c]isothiazol-3-yl)(thiophen-2-ylmethyl)carbamate